(4R)-3,3-difluoro-4-[4-[1-[1-[(4-methoxyphenyl)methyl]-2,6-dioxo-3-piperidinyl]-3-methyl-2-oxo-benzoimidazol-4-yl]piperazin-1-yl]piperidine-1-carboxylic acid tert-butyl ester C(C)(C)(C)OC(=O)N1CC([C@@H](CC1)N1CCN(CC1)C1=CC=CC=2N(C(N(C21)C)=O)C2C(N(C(CC2)=O)CC2=CC=C(C=C2)OC)=O)(F)F